CC(CN)C(=O)O (R,S)-3-amino-2-methylpropanoate